ClC(COP(OCC(Cl)Cl)(OCC(Cl)Cl)=O)Cl phosphoric acid tri(dichloroethyl) ester